C(C)(C)(C)NC(=O)C1=C(C(=CC(=C1)Cl)C)NC(=O)C1=CC(=NN1C1=NC=CC=C1Cl)OC1CSC1 N-(2-(tert-butylcarbamoyl)-4-chloro-6-methylphenyl)-1-(3-chloropyridin-2-yl)-3-(thietan-3-yloxy)-1H-pyrazole-5-carboxamide